NCCC(=O)[O-].[Na+] sodium β-alaninate